(S)-10-chloro-9-nitro-1,2,4,4a,5,6-hexahydro-3H-benzo[b]pyrazino[1,2-d][1,4]oxazepine-3-carboxylic acid tert-butyl ester C(C)(C)(C)OC(=O)N1C[C@H]2N(C3=C(OCC2)C=C(C(=C3)Cl)[N+](=O)[O-])CC1